C(#N)C1=CC=C(CNC(=O)C2N(CC(C2)O)C([C@H](C(C)(SC(C2=CC=CC=C2)(C2=CC=CC=C2)C2=CC=CC=C2)C)NC(=O)C2(CC2)F)=O)C=C1 N-(4-cyanobenzyl)-1-((R)-2-(1-fluorocyclopropane-1-carboxamido)-3-methyl-3-(tritylthio)butanoyl)-4-hydroxypyrrolidine-2-carboxamide